[Si](C)(C)(C(C)(C)C)OC(C(O)([2H])[2H])([2H])[2H] 2-(tert-butyldimethylsilyloxy)ethanol-d4